tert-butyl N-(5-amino-3-methylpyridin-2-yl)-N-[2-(morpholin-4-yl)ethyl]carbamate NC=1C=C(C(=NC1)N(C(OC(C)(C)C)=O)CCN1CCOCC1)C